FC(C(C(F)(F)F)(C(F)(F)F)OC#CCC)(F)F butynyl perfluoro-tert-butyl ether